C[C@@]1(SC[C@H](N1)C(=O)OCC)CCC1=C(CCCC1(C)C)C |&1:1| ethyl (±)-(4R)-2-methyl-2-(2-(2,6,6-trimethylcyclohex-1-en-1-yl)ethyl)thiazolidine-4-carboxylate